(S)-2-amino-4-oxo-5-(4-(trifluoromethyl)phenyl)-4,5-dihydrofuran-3-yl-5-d (4-fluorophenyl)methanesulfonate FC1=CC=C(C=C1)CS(=O)(=O)OC1=C(O[C@@](C1=O)([2H])C1=CC=C(C=C1)C(F)(F)F)N